2-[2-(2-aminothiazol-4-yl)ethyl]isoindoline-1,3-dione NC=1SC=C(N1)CCN1C(C2=CC=CC=C2C1=O)=O